methyl-3-((6-(1-methyl-1H-pyrazol-4-yl)pyrazolo[1,5-a]pyrazin-4-yl)oxy)propan-1-amine hydrochloride Cl.CC(CCOC=1C=2N(C=C(N1)C=1C=NN(C1)C)N=CC2)N